O1C=NC=C1C1=CC=2C=NC(=CC2N1COCC[Si](C)(C)C)NC1CCOCC1 2-(oxazol-5-yl)-N-(tetrahydro-2H-pyran-4-yl)-1-((2-(trimethylsilyl)ethoxy)methyl)-1H-pyrrolo[3,2-c]pyridin-6-amine